N-(4-(4-amino-1-ethyl-7-(4(S)-(oxetan-3-ylamino)cyclohex-1-en-1-yl)-1H-pyrazolo[4,3-c]pyridin-3-yl)-2-fluorophenyl)-2-chlorobenzenesulfonamide NC1=NC=C(C2=C1C(=NN2CC)C2=CC(=C(C=C2)NS(=O)(=O)C2=C(C=CC=C2)Cl)F)C2=CC[C@H](CC2)NC2COC2